3-allyloxy-2-hydroxypropanesulphonic acid C(C=C)OCC(CS(=O)(=O)O)O